tert-butyl (5-(aminomethyl)pyridin-2-yl)carbamate NCC=1C=CC(=NC1)NC(OC(C)(C)C)=O